tert-Butyl (2R)-4-[[5-(2-chloro-6-methyl-4-pyridyl)-4-(3-cyanophenyl)thiazol-2-yl]carbamoyl]-2-methyl-piperazine-1-carboxylate ClC1=NC(=CC(=C1)C1=C(N=C(S1)NC(=O)N1C[C@H](N(CC1)C(=O)OC(C)(C)C)C)C1=CC(=CC=C1)C#N)C